BrCCCCCCN1C(=NC2=C1C=CC=C2)NC(=O)C=2C=C(C(=O)[O-])C=CC2 3-((1-(6-bromohexyl)-1H-benzo[d]imidazol-2-yl)carbamoyl)benzoate